C(C1=CC=CC=C1)OC(=O)NC[C@@]1([C@@H]2CCN(C[C@H]12)C(=O)OC(C)(C)C)C1=NOC(=C1)C tert-butyl (1S,6R,7S)-7-((((benzyloxy)carbonyl)amino)methyl)-7-(5-methylisoxazol-3-yl)-3-azabicyclo[4.1.0]heptane-3-carboxylate